tert-butyl (2-cyano-8-(1-methyl-3-(methylcarbamoyl)-1H-pyrazol-5-yl)imidazo[1,2-c]pyrimidin-5-yl)((5-fluoro-2,3-dihydrobenzofuran-4-yl)methyl)carbamate C(#N)C=1N=C2N(C(=NC=C2C2=CC(=NN2C)C(NC)=O)N(C(OC(C)(C)C)=O)CC2=C(C=CC3=C2CCO3)F)C1